C(C1=CC=CC=C1)C1CCN(CC1)C(CN(C(CC)=O)C1=CC=CC=C1)C N-(2-(4-benzyl-piperidine-1-yl)propyl)-N-phenyl-propionamide